ClC1=C(C=CC=C1)CC(=O)NC1=CC(=C(C=C1)OCC1(CCCCC1)O)S(N)(=O)=O 2-(2-chlorophenyl)-N-{4-[(1-hydroxycyclohexyl)methoxy]-3-sulfamoylphenyl}acetamide